NC=1C(=NC=C(C1C)Cl)C(=O)C1=C2C=NNC2=C(C=C1)F (3-Amino-5-chloro-4-methylpyridin-2-yl)(7-fluoro-1H-indazol-4-yl)methanone